N-(1-(3-(1,1-difluoro-2-methoxyethyl)-2-fluorophenyl)ethyl)-2-methylpropane-2-sulfinamide FC(COC)(F)C=1C(=C(C=CC1)C(C)NS(=O)C(C)(C)C)F